ClN1N=NC2=C1C=CC=C2 1-chlorobenzotriazole